CCCC\C=C/C\C=C/C\C=C/C\C=C/C\C=C/CC (5Z,8Z,11Z,14Z,17Z)-icosa-5,8,11,14,17-pentaene